[N+](=O)([O-])C1=CC(=C2C(=N1)CCO2)O 5-nitro-2,3-dihydrofuro[3,2-b]pyridin-7-ol